N-((CIS)-1-(1-methyl-1H-pyrazol-4-yl)-2-((((CIS)-4-phenylcyclohexyl)oxy)methyl)pyrrolidin-3-yl)methanesulfonamide CN1N=CC(=C1)N1[C@H]([C@H](CC1)NS(=O)(=O)C)CO[C@@H]1CC[C@@H](CC1)C1=CC=CC=C1